((S)-tetrahydrofuran-3-yl)methyl (1-hydroxy-7-methyl-1,3-dihydrobenzo[c][1,2]oxaborole-6-carbonyl)-L-valinate OB1OCC2=C1C(=C(C=C2)C(=O)N[C@@H](C(C)C)C(=O)OC[C@@H]2COCC2)C